5-[8-methyl-2-[4-(4-methylpiperazin-1-yl)anilino]-7-oxo-pyrido[2,3-d]pyrimidin-6-yl]-2,5-diazabicyclo[4.1.0]heptane-2-carboxylic acid tert-butyl ester C(C)(C)(C)OC(=O)N1C2CC2N(CC1)C1=CC2=C(N=C(N=C2)NC2=CC=C(C=C2)N2CCN(CC2)C)N(C1=O)C